tert-Butyl 4-[4-[(2,6-dioxo-3-piperidyl)amino]phenyl]piperazine-1-carboxylate O=C1NC(CCC1NC1=CC=C(C=C1)N1CCN(CC1)C(=O)OC(C)(C)C)=O